(2,4,6-trimethyl-benzoyl)phosphorus oxide CC1=C(C(=O)P=O)C(=CC(=C1)C)C